C(C1=CC=CC=C1)NC=1C2=C(N=CN1)C=C(N=C2)N 4-N-benzylpyrido[4,3-d]pyrimidine-4,7-diamine